CC1=C(C=CC=C1C)C1=CN=C(N=N1)C(=O)N1[C@@H](C/C(/C1)=N/OC)CO (S,Z)-(6-(2,3-dimethylphenyl)-1,2,4-triazine-3-yl)(2-(hydroxymethyl)-4-(methoxyimino)pyrrolidin-1-yl)methanone